1-(4-bromophenyl)-N-methyl-methanamine BrC1=CC=C(C=C1)CNC